(2S)-3-cyclopropyloxy-2-[9H-fluoren-9-yl-methoxycarbonyl-(methyl)amino]propanoic acid C1(CC1)OC[C@@H](C(=O)O)N(C)C(=O)OCC1C2=CC=CC=C2C=2C=CC=CC12